12-(3-adamantan-1-yl-ureido)-dodecanoic acid C12(CC3CC(CC(C1)C3)C2)NC(NCCCCCCCCCCCC(=O)O)=O